(2S)-2-[(tert-butoxycarbonyl)amino]-3-[3-(dihydroxyboranyl)-2-hydroxy-5-(trifluoromethyl)phenyl]propanoic acid C(C)(C)(C)OC(=O)N[C@H](C(=O)O)CC1=C(C(=CC(=C1)C(F)(F)F)B(O)O)O